(3R,5S)-5-[2-({4-[(tert-butoxycarbonyl)aminosulfonyl]phenyl}amino)pyrimidin-5-yl]oxolan-3-yl N-[(2S)-4,4,4-trifluorobutan-2-yl]carbamate FC(C[C@H](C)NC(O[C@H]1CO[C@@H](C1)C=1C=NC(=NC1)NC1=CC=C(C=C1)S(=O)(=O)NC(=O)OC(C)(C)C)=O)(F)F